C(CCCCCCC(=O)OC(CCCCCCC)C)(=O)OCC(COC(CCC(CCCCCC)OC(NCCN1CCCC1)=O)=O)(COC(CCCCCCC(OC(CCCCCCC)C)=O)=O)COC(CCCCCCC(=O)OC(CCCCCCC)C)=O O1-[2,2-bis[[8-(1-methyloctoxy)-8-oxo-octanoyl] oxymethyl]-3-[4-(2-pyrrolidin-1-ylethylcarbamoyloxy) decanoyloxy] propyl] O8-(1-methyloctyl) octanedioate